6-amino-2-(3,5-dichloro-4-((2-(furan-2-yl)-4-methylquinolin-6-yl)oxy)phenyl)-1,2,4-triazine-3,5(2H,4H)-dione NC=1C(NC(N(N1)C1=CC(=C(C(=C1)Cl)OC=1C=C2C(=CC(=NC2=CC1)C=1OC=CC1)C)Cl)=O)=O